Cl.NC/C(/CN1N=CN(C1=O)CC=1SC(=CC1)C1=CC(=C(C=C1)F)N(C)C)=C\F 2-[(2E)-2-(aminomethyl)-3-fluoroprop-2-en-1-yl]-4-({5-[3-(dimethylamino)-4-fluorophenyl]thiophen-2-yl}methyl)-2,4-dihydro-3H-1,2,4-triazol-3-one hydrochloride